methyl (±)-3,3-dimethoxycyclopentanecarboxylate COC1(C[C@@H](CC1)C(=O)OC)OC |r|